Tert-Butyl 4,6-Dichloro-2-Methylnicotinate ClC1=CC(=NC(=C1C(=O)OC(C)(C)C)C)Cl